COC(=O)[C@H]1CN([C@H](CC1)C)C(CC1=CC=C(C=C1)Cl)=O (3R,6S)-1-(2-(4-chlorophenyl)acetyl)-6-methylpiperidine-3-carboxylic acid methyl ester